BrC=1C(=C(C=CC1)CN1CCN(CC1)C1=C(C(N(C2=CC=C(N=C12)C)C)=O)C#N)O 4-{4-[(3-bromo-2-hydroxyphenyl)methyl]piperazin-1-yl}-1,6-dimethyl-2-oxo-1,2-dihydro-1,5-naphthyridine-3-carbonitrile